methyl 3-[4-[[4-[4-[[2-(4-chlorophenyl)-5,5-dimethyl-cyclohexen-1-yl]methyl]piperazin-1-yl]benzoyl]sulfamoyl]phenyl]propanoate ClC1=CC=C(C=C1)C1=C(CC(CC1)(C)C)CN1CCN(CC1)C1=CC=C(C(=O)NS(=O)(=O)C2=CC=C(C=C2)CCC(=O)OC)C=C1